(S,Z)-(1-(6-(2-Fluoro-2-(2-(pyridazin-4-yl)thiazol-4-yl)vinyl)-3-(2-fluorophenoxy)-2-(trifluoromethyl)phenyl)piperidin-3-yl)methanamine F\C(=C/C1=CC=C(C(=C1N1C[C@@H](CCC1)CN)C(F)(F)F)OC1=C(C=CC=C1)F)\C=1N=C(SC1)C1=CN=NC=C1